ClC1=C(C(=NN1C1CC(OC(C1)C)C)C)[N+](=O)[O-] 5-chloro-1-(2,6-dimethyltetrahydro-2H-pyran-4-yl)-3-methyl-4-nitro-1H-pyrazole